N-(4-chlorosalicyloyl)-4-aminobutyrate ClC=1C=C(C(C(=O)NCCCC(=O)[O-])=CC1)O